3-((3-(tert-butoxy(hydroxy)methyl)phenyl)amino)-N'-(imino(pyrimidin-4-yl)methyl)tetrahydrothiophene-3-carbohydrazide 1,1-dioxide C(C)(C)(C)OC(C=1C=C(C=CC1)NC1(CS(CC1)(=O)=O)C(=O)NNC(C1=NC=NC=C1)=N)O